(R)-2-cyclopropyloxy-N,N-bis(4-methoxybenzyl)propan-1-amine C1(CC1)O[C@@H](CN(CC1=CC=C(C=C1)OC)CC1=CC=C(C=C1)OC)C